COC=1C=C(C=C2C=NC(=NC12)N[C@H]1C[C@@H](CC1)CN(C(OCC1=CC=CC=C1)=O)C)B1OC(C(O1)(C)C)(C)C benzyl N-{[(1R,3R)-3-{[8-methoxy-6-(4,4,5,5-tetramethyl-1,3,2-dioxaborolan-2-yl)quinazolin-2-yl]amino}cyclopentyl]methyl}-N-methylcarbamate